CC1=C2C(=CN=C1C(F)(F)F)NC(=C2)C(=O)O 4-methyl-5-(trifluoromethyl)-1H-pyrrolo[2,3-c]Pyridine-2-carboxylic acid